2-(4-((4-(4-bromobenzyl)piperazin-1-yl)methyl)-2,6-dimethylphenoxy)-2-methylpropionic acid ethyl ester C(C)OC(C(C)(C)OC1=C(C=C(C=C1C)CN1CCN(CC1)CC1=CC=C(C=C1)Br)C)=O